3-(tert-butoxycarbonyl)-3-azabicyclo[4.1.0]heptane-4-carboxylic acid C(C)(C)(C)OC(=O)N1CC2CC2CC1C(=O)O